2-[5-ethylsulfonyl-6-[7-(trifluoromethyl)imidazo[1,2-a]pyridin-2-yl]-3-pyridyl]-2-methyl-propanenitrile C(C)S(=O)(=O)C=1C=C(C=NC1C=1N=C2N(C=CC(=C2)C(F)(F)F)C1)C(C#N)(C)C